2,2'-(chloromethylene)-dipyridine ClC(C1=NC=CC=C1)C1=NC=CC=C1